1-azanylbenzene NC1=CC=CC=C1